2-({(1S)-1-[4-(4-Acryloylpiperazin-1-yl)phenyl]ethyl}amino)-8-[(2S)-3-methylbutan-2-yl]pyrido[2,3-d]pyrimidin-7(8H)-on C(C=C)(=O)N1CCN(CC1)C1=CC=C(C=C1)[C@H](C)NC=1N=CC2=C(N1)N(C(C=C2)=O)[C@@H](C)C(C)C